3,5-Difluoro-1-(3'-hydroxy-[1,1'-biphenyl]-4-yl)-1H-indazol-6-ol FC1=NN(C2=CC(=C(C=C12)F)O)C1=CC=C(C=C1)C1=CC(=CC=C1)O